N1=C(C=CC=C1)C(=NNC(=S)N1CC2(C1)CN(C2)C2=NC=CC=C2)C2=NC=CC=C2 N'-(bis(pyridin-2-yl)methylene)-6-(pyridin-2-yl)-2,6-diazaspiro[3.3]heptane-2-thiohydrazide